2-(4-hydroxybutyl)-1H-isoindole-1,3(2H)-dione OCCCCN1C(C2=CC=CC=C2C1=O)=O